benzyl-(2-hydroxyethyl)-dimethyl-ammonium acetate C(C)(=O)[O-].C(C1=CC=CC=C1)[N+](C)(C)CCO